NC(C)C1=CC(=CC=C1)C(C)N 1,3-Bis(α-aminoethyl)-benzol